(2E)-4-[(5-{2-cyclopropyl-6-[4-fluoro-3-(propan-2-yl)phenyl]imidazo[1,2-a]pyrazin-3-yl}-4-fluoro-1H-indazol-1-yl)methoxy]-4-oxobut-2-enoic acid C1(CC1)C=1N=C2N(C=C(N=C2)C2=CC(=C(C=C2)F)C(C)C)C1C=1C(=C2C=NN(C2=CC1)COC(/C=C/C(=O)O)=O)F